endo-3-azabicyclo[3.1.0]Hexane-6-methanol C1[C@@H]2[C@@H](C2CO)CN1